ClC=1N=CC(=NC1)NCC1(CC1)C(F)(F)F 5-chloro-N-[[1-(trifluoromethyl)cyclopropyl]methyl]pyrazin-2-amine